6-chloro-pyridine-4-carboxylic acid methyl ester COC(=O)C1=CC=NC(=C1)Cl